C(CC)N1C=[N+](C=C1)CCC 1,3-dipropylimidazolium